C[N+](CCC)(CCC)C N,N-dimethyl-N,N-dipropylammonium